((6'-chloro-3-methoxy-[2,4'-bipyridyl]-2'-yl)imino)dimethyl-λ6-thiocanone ClC1=CC(=CC(=N1)N=C1S(CCCCCC1)(=O)(C)C)C1=NC=CC=C1OC